I(=O)C1=C(C(=O)O)C=CC=C1 2-iodosylbenzoic acid